O1CC(C1)N1CC(NCC1)=O 4-(oxetan-3-yl)-2-oxopiperazine